decadienic acid C(C=CC=CCCCCC)(=O)O